C(C)(C)(C)OC(NC12CCC(CC1)(CC2)NC(COC2=CC(=C(C=C2)Cl)F)=O)=O (4-(2-(4-chloro-3-fluorophenoxy)acetylamino)bicyclo[2.2.2]octan-1-yl)carbamic acid tert-butyl ester